ClC1=NC(=C2N(C=NC2=N1)COCC[Si](C)(C)C)OCC1=CC=C(C=C1)C=1N(C=C(N1)C(F)(F)F)C 2-chloro-6-(4-(1-methyl-4-(trifluoromethyl)-1H-imidazol-2-yl)benzyloxy)-7-((2-(trimethylsilyl)ethoxy)methyl)-7H-purine